[Cl-].[Cl-].C(C)(C)(C)C1=CC(C(=C1)C)[Zr+2]C1=CC(=CC=2C3=CC(=CC=C3CC12)C(C)(C)C)C(C)(C)C (3-tert-butyl-5-methyl-cyclopentadienyl)(3,6-di-tert-butylfluorenyl)zirconium dichloride